3-(3-(methylsulfonyl)phenyl)propynoic acid CS(=O)(=O)C=1C=C(C=CC1)C#CC(=O)O